C[C@@H]1CN(CCO1)C(C#N)(C)C=1C=C2C(NCC2=C(C1)C(F)(F)F)=O 2-[(2R)-2-methylmorpholin-4-yl]-2-[3-oxo-7-(trifluoromethyl)-1,2-dihydro-isoindol-5-yl]propionitrile